6-(4-(propane-1-yn-1-yl)-1-(1-(4-(pyrrolidin-1-yl)phenyl)ethyl)-1H-indazole-7-carboxamido)spiro[3.3]heptane-2-carboxylic acid C(#CC)C1=C2C=NN(C2=C(C=C1)C(=O)NC1CC2(CC(C2)C(=O)O)C1)C(C)C1=CC=C(C=C1)N1CCCC1